(diphenyltriazinyl)[bis(dimethylfluorenyl)dibenzoselenophenyl]benzene tert-butyl-1-amino-2,8-diazaspiro[4.5]dec-1-ene-8-carboxylate C(C)(C)(C)OC(=O)N1CCC2(CCN=C2N)CC1.C1(=CC=CC=C1)C1=C(C(=NN=N1)C1=C(C=CC=C1)C1=C(C(=CC=2[Se]C3=C(C21)C=CC=C3)C3=C(C(=CC=2C1=CC=CC=C1CC32)C)C)C3=C(C(=CC=2C1=CC=CC=C1CC32)C)C)C3=CC=CC=C3